FC(C(=O)O)(F)F.C1(CCC1)N cyclobutane-1-amine trifluoroacetate